N-(4-(2-((4-chloroisoquinolin-1-yl)amino)ethyl)phenyl)methanesulfonamide ClC1=CN=C(C2=CC=CC=C12)NCCC1=CC=C(C=C1)NS(=O)(=O)C